(t-butyloxycarbonyl)-L-proline C(C)(C)(C)OC(=O)N1[C@@H](CCC1)C(=O)O